CC(C)(S(=O)NCC1=NC=CC(=C1)C1=CC(=CC=2C=COC21)COC2=C(C=CC(=C2C)C)CC(=O)OCC)C (+)-ethyl 2-(2-((7-(2-((1,1-dimethylethylsulfinamido)methyl)pyridin-4-yl)benzofuran-5-yl)methoxy)-3,4-dimethylphenyl)acetate